OCC1(CNC1)NC(=O)C1=C(OC2=C1C=C(C=C2)OCC2=C(N=CS2)C)C N-(3-(hydroxymethyl)azetidin-3-yl)-2-methyl-5-((4-methylthiazol-5-yl)methoxy)benzofuran-3-carboxamide